ClC1=C(C=CC(=C1)Cl)[N+]#N 2,4-dichlorophenyl-diazonium